(S)-4-(((S)-2-fluoro-3-methoxypropyl)(4-(5,6,7,8-tetrahydro-1,8-naphthyridin-2-yl)butyl)amino)-2-(pyrimidin-4-ylamino)butanoic acid F[C@@H](CN(CC[C@@H](C(=O)O)NC1=NC=NC=C1)CCCCC1=NC=2NCCCC2C=C1)COC